6-Fluoro-1-methyl-4-[4-(5-methyl-1,3-benzoxazol-2-yl)piperidin-1-yl]-2-oxo-1,2-dihydroquinoline-3-carboxamide FC=1C=C2C(=C(C(N(C2=CC1)C)=O)C(=O)N)N1CCC(CC1)C=1OC2=C(N1)C=C(C=C2)C